CC=1C(=CC=CC1)C1C(COCC2C(O2)C=2C(C)=CC=CC2)O1 2-tolueneglycidyl ether